OC1=CC=NC2=C3N=CC=C(C3=CC=C12)O 4,7-Dihydroxy-1,10-phenanthroline